N-(2-(5,7-difluoro-2-methyl-1H-indol-3-yl)ethyl)-2-((4,6-dimethylpyridin-2-yl)amino)pyrimidine-5-carboxamide FC=1C=C2C(=C(NC2=C(C1)F)C)CCNC(=O)C=1C=NC(=NC1)NC1=NC(=CC(=C1)C)C